1-[5-(4-fluorophenyl)-6-isopropyl-1H-pyrazolo[4,3-g]Quinolin-7-yl]Methyl hydroxyazetidine-3-carboxylate ON1CC(C1)C(=O)OCC1=NC2=CC3=C(C=C2C(=C1C(C)C)C1=CC=C(C=C1)F)C=NN3